ClC1=CC=C(C=C1)CS(=O)(=O)NC1=C(C=C(C=C1F)C1=NC=2C=NC(=NC2N(C1=O)C(C)C)NC1CCC(CC1)N(C)C)F 1-(4-chlorophenyl)-N-[4-[2-((4-(dimethyl-amino)cyclohexyl)-amino)-8-isopropyl-7-oxo-pteridin-6-yl]-2,6-difluoro-phenyl]-methanesulfonamide